ClC1=C(C=CC=C1F)CC(=O)NC1=CC(=NC=C1)N(C(C)=O)C1=C(C=C(C=C1)C(F)(F)F)F N-{4-[2-(2-chloro-3-fluorophenyl)acetylamino]pyridin-2-yl}-N-[2-fluoro-4-(trifluoromethyl)phenyl]acetamide